O=C[C@H](O)[C@H](O)[C@@H](O)CO L-lyxose